ClC1=C(C(=CC=C1)C)NC(=O)C1=CN=C(S1)NC1=NC(=NC(=C1)N1CCN(CC1)CCCO)C N-(2-chloro-6-methylphenyl)-2-((6-(4-(3-hydroxypropyl)piperazin-1-yl)-2-methylpyrimidin-4-yl)amino)thiazole-5-carboxamide